3-(diethylamino)cyclobut-3-ene-1,2-dithione C(C)N(C=1C(C(C1)=S)=S)CC